C(C)(C)(C)OC(=O)N[C@@H](CCC(N(C)CCOCCOCC)=O)C(=O)OC Methyl N2-(tert-butoxycarbonyl)-N5-(2-(2-ethoxyethoxy)ethyl)-N5-methyl-L-glutaminate